3-(((2,5-bis(trifluoromethyl)pyrazolo[1,5-a]pyrimidin-7-yl)amino)methyl)-3-(4-fluorophenyl)cyclobutan-1-ol FC(C1=NN2C(N=C(C=C2NCC2(CC(C2)O)C2=CC=C(C=C2)F)C(F)(F)F)=C1)(F)F